C(C)N1C=NC2=C1N=NC=C2C=2C=CC(=C(C2)C=2C=CC=C1C(=C(N=NC21)C(=O)NCCC)NC)F 8-(5-(7-Ethyl-7H-imidazo[4,5-c]pyridazin-4-yl)-2-fluorophenyl)-4-(methylamino)-N-propylcinnoline-3-carboxamide